O[C@@]1(CCN(CC12CCCC2)C(=O)OC(C)(C)C)CN2C=NC(=CC2=O)C2=CC=CC=C2 tert-butyl (R)-10-hydroxy-10-((6-oxo-4-phenylpyrimidin-1(6H)-yl)methyl)-7-azaspiro[4.5]decane-7-carboxylate